CC=1N=CN(C1)C=1C=C(C(=O)O)C=CC1NCC1=CC=C(C=C1)C(F)(F)F 3-(4-methylimidazol-1-yl)-4-[[4-(trifluoromethyl)phenyl]methylamino]benzoic acid